4-bromo-N-methyl-1,2-dihydroimidazo[1,2-a][1,6]naphthyridin-8-amine BrC=1C=2N(C3=CC(=NC=C3C1)NC)CCN2